tri-methylguanidine CN=C(N(C)C)N